CN1C(N(C2=C1C=C(C=C2)C2=CC=C(C=C2)C2CCNCC2)N2C(CCCC2=O)=O)=O (3-methyl-2-oxo-5-(4-(piperidin-4-yl)phenyl)-2,3-dihydro-1H-benzo[d]imidazol-1-yl)piperidine-2,6-dione